COC(=O)C=1C=CC=2N(C3=CC=CC=C3C2C1)C1=CC=CC=C1 methyl-9-phenyl-9H-carbazole-3-carboxylate